methyl (S)-3-amino-3-[3-(pentafluorosulfanyl)phenyl]propanoate hydrochloride Cl.N[C@@H](CC(=O)OC)C1=CC(=CC=C1)S(F)(F)(F)(F)F